NC1=NC2=C(C3=CN=CC=C13)C=C(C=C2)C(=O)N(C2COC1=C2C=CC(=C1)C(F)(F)F)C=1C=NN(C1)C 5-amino-N-(1-methyl-1H-pyrazol-4-yl)-N-(6-(trifluoromethyl)-2,3-dihydrobenzofuran-3-yl)benzo[c][2,6]naphthyridin-9-carboxamide